methyl-3-(phenylmethylene)-2(3H)-furanone CC=1C(C(OC1)=O)=CC1=CC=CC=C1